bis[2-(succinimidooxycarbonyloxy)ethyl] sulfone C1(CCC(N1OC(=O)OCCS(=O)(=O)CCOC(=O)ON1C(CCC1=O)=O)=O)=O